ClC=1C(=C(C(=CC1)C(F)(F)F)C1CC(C(C(C1)=O)=CNCCN(C)C)=O)F 5-(3-chloro-2-fluoro-6-(trifluoromethyl)phenyl)-2-(((2-(dimethylamino)ethyl)amino)methylene)cyclohexane-1,3-dione